((methylthio)methyl)piperidin-4-ol CSCN1CCC(CC1)O